benzyl 2-(2-methoxy-3-nitrophenyl)-6,7-dihydrooxazolo[5,4-c]pyridine-5(4H)-carboxylate COC1=C(C=CC=C1[N+](=O)[O-])C=1OC=2CN(CCC2N1)C(=O)OCC1=CC=CC=C1